O=C1NC(CCC1N1C(C2=CC(=C(C=C2C1=O)F)N1CC2(CCC1)CCN(CC2)C2CCNCC2)=O)=O 2-(2,6-dioxopiperidin-3-yl)-5-fluoro-6-(9-(piperidin-4-yl)-2,9-diazaspiro[5.5]undecan-2-yl)isoindoline-1,3-dione